C(#N)C=C1CCN(CC1)C(=O)OC(C)(C)C Tert-Butyl 4-(Cyanomethylene)Piperidine-1-Carboxylate